FC1(CN(CC1)C1=NC(=CC(=C1NC(=O)C=1C=NC(=NC1)OC)C1=C(C=CC=C1)F)C)F N-(2-(3,3-difluoropyrrolidin-1-yl)-4-(2-fluoro-phenyl)-6-methylpyridin-3-yl)-2-methoxypyrimidine-5-carboxamide